ClC=1C=C2CCN(C(C2=C(C1)Cl)C)C(=O)[C@H]1CNCCO1 (6,8-dichloro-1-methyl-3,4-dihydroisoquinolin-2(1H)-yl)((R)-morpholin-2-yl)methanone